4,5-Dimethyl-7H-tetrazolo[1,5-a]pyrimidine-6-carboxylic acid CN1C=2N(CC(=C1C)C(=O)O)N=NN2